C1(=CC=CC2=CC=CC=C12)C1=CC=2C(C3=CC(=CC=C3C2C=C1)C1=CC=CC2=CC=CC=C12)(CCCO)CCCO 2,7-dinaphthylfluorene-9,9-dipropanol